C1(C(C1)C1=C(C=CC=C1)NC(=O)C1(NN(C=C1)C)C(F)F)C1CC1 N-[2-[1,1'-bi-cyclopropyl]-2-yl-phenyl]-3-(difluoromethyl)-1-methyl-1H-pyrazole-carboxamide